5-(3-(4-cyclopropyl-1H-pyrazol-1-yl)-2-fluoro-6-hydroxyphenyl)-1,2,5-thiadiazolidin-3-one 1,1-dioxide C1(CC1)C=1C=NN(C1)C=1C(=C(C(=CC1)O)N1CC(NS1(=O)=O)=O)F